BrCC(=O)N(CCNC(OC(C)(C)C)=O)C1C(NCCCC1)=O tert-Butyl N-[2-[(2-bromoacetyl)-(2-oxoazepan-3-yl)amino]ethyl]carbamate